(R)-(4-chloro-3-fluorophenyl)(3-(3-cyclopropyl-1,2,4-oxadiazol-5-yl)-8-methyl-5,6-dihydro-[1,2,4]triazolo[4,3-a]pyrazin-7(8H)-yl)methanone ClC1=C(C=C(C=C1)C(=O)N1[C@@H](C=2N(CC1)C(=NN2)C2=NC(=NO2)C2CC2)C)F